tert-butyl 2-(2-(methylamino)ethyl)morpholine-4-carboxylate CNCCC1CN(CCO1)C(=O)OC(C)(C)C